4-[(4-ethynyl-1-piperidyl)methyl]piperidine-4-carbonitrile hydrochloride Cl.C(#C)C1CCN(CC1)CC1(CCNCC1)C#N